1-(4-(1H-indazol-7-yl)phenyl)-3-(2-fluoro-5-methyl-phenyl)urea N1N=CC2=CC=CC(=C12)C1=CC=C(C=C1)NC(=O)NC1=C(C=CC(=C1)C)F